1-(4-fluoropentyl)-1H-indazole FC(CCCN1N=CC2=CC=CC=C12)C